C(C)(C)(C)OC(NCC1=CC=C(C=C1)CNC1=C(C=CC=C1)N)=O (4-(((2-aminophenyl)amino)methyl)benzyl)carbamic acid tert-butyl ester